C(CC)O[Zr](OCCC)(OCCC)OCCC tetra-normal propoxyzirconium